(1S,3R,5R)-1-(1-methoxyethyl)-3-methyl-N-(4-(pyrrolo[2,1-f][1,2,4]triazin-2-yl)-5-(trifluoromethyl)pyridin-2-yl)-6-azabicyclo[3.1.1]heptane-6-carboxamide COC(C)[C@@]12C[C@@H](C[C@@H](N1C(=O)NC1=NC=C(C(=C1)C1=NN3C(C=N1)=CC=C3)C(F)(F)F)C2)C